N'-dimethylaminoethylpiperazine CN(C)CCN1CCNCC1